2,4,6-Trihydroxybenzene OC1=CC(=CC(=C1)O)O